C1(CCC1)OC1=CC=C(C=C1)[C@@](C=1C=C(C=NC1)C1=NOC(=N1)C(C)(C)O)(O)C1(CN(C1)C)C 2-(3-{5-[(R)-(4-Cyclobutoxy-phenyl)-(1,3-dimethyl-azetidin-3-yl)-hydroxy-methyl]-pyridin-3-yl}-[1,2,4]oxadiazol-5-yl)-propan-2-ol